NC1CCN(CC1)C=1N(C(C(=C(N1)C1=CC=C(C#N)C=C1)C1=CC=C(C=C1)OC)=O)C 4-[2-(4-amino-piperidin-1-yl)-5-(4-methoxyphenyl)-1-methyl-6-oxo-1,6-dihydropyrimidin-4-yl]-benzonitrile